3-methyl-2-buten-1-yltri(methoxy)tin CC(=CC[Sn](OC)(OC)OC)C